1-(4-((S)-5-(tert-butoxy)-2-((S)-2-((tert-butoxycarbonyl)amino)-3-methylbutanamido)-5-oxopentanoylamino)benzyl)-1-methylpiperidin-1-ium C(C)(C)(C)OC(CC[C@@H](C(=O)NC1=CC=C(C[N+]2(CCCCC2)C)C=C1)NC([C@H](C(C)C)NC(=O)OC(C)(C)C)=O)=O